COC(C(CC1=CC=CC=C1)N1C(C=C(C(=C1)OC)C1=C(C=CC(=C1)Cl)[N+](=O)[O-])=O)=O 2-(4-(5-chloro-2-nitrophenyl)-5-methoxy-2-oxopyridin-1(2H)-yl)-3-phenylpropionic acid methyl ester